O1CC(C1)N1C=CC=2C(NC=CC21)=O 1-(oxetan-3-yl)-1H,4H,5H-pyrrolo[3,2-c]pyridin-4-one